C(C)OC(=O)C=1CC2CCC(CC1C1=CC=C(C=C1)OCC1CCOCC1)N2C(=O)OC(C)(C)C 4-[4-(Oxan-4-ylmethoxy)phenyl]-9-azabicyclo[4.2.1]non-3-ene-3,9-dicarboxylic acid 9-tert-butyl 3-ethyl ester